O[C@H]1[C@@H](O[C@@H]([C@H]1O)CO)C=1C(NC(N(C1)C#N)=O)=O 5-((2S,3R,4S,5R)-3,4-dihydroxy-5-(hydroxymethyl)tetrahydrofuran-2-yl)-2,4-dioxo-3,4-dihydropyrimidine-1(2H)-carbonitrile